5-(5-(((5-fluoro-2,3-dihydrobenzofuran-4-yl)methyl)amino)-[1,2,4]triazolo[4,3-c]pyrimidin-8-yl)benzo[b]thiophene 1,1-dioxide FC=1C=CC2=C(CCO2)C1CNC1=NC=C(C=2N1C=NN2)C2=CC1=C(S(C=C1)(=O)=O)C=C2